C1(=CC=CC=C1)C1(CNC2(CC2)CC1)C1=C(C=CC(=C1)OC(F)(F)F)S(=O)(=O)N (6-phenyl-4-azaspiro[2.5]oct-6-yl)-4-(trifluoromethoxy)benzenesulfonamide